C(C1=CC=CC=C1)C(C(=O)O)CCCCC(=O)O 2-Benzylheptanedioic acid